CC1=C(C=2N(C=C1C1=C(C(=NN1)C1=CC=3OC[C@@H]4N(C3N=C1)CCN(C4)C(C)C)C(C)C)N=CN2)C (R)-3-(5-(7,8-dimethyl-[1,2,4]triazolo[1,5-a]pyridin-6-yl)-4-isopropyl-1H-pyrazol-3-yl)-8-isopropyl-6,6a,7,8,9,10-hexahydropyrazino[1,2-d]pyrido[3,2-b][1,4]oxazine